ClC1=C(C(=CC=C1)Cl)N1C=2N(C3=C(C1=O)C=NC(=N3)NC3=CC=C(C=C3)N(CC)CCN(C)C)C=CN2 6-(2,6-dichlorophenyl)-2-[(4-{[2-(dimethylamino)ethyl](ethyl)amino}phenyl)amino]imidazo[1,2-a]pyrimido[5,4-e]pyrimidin-5(6H)-one